N-(cyclobutylmethyl)-5-(5-(3,5-dichloro-4-fluorophenyl)-5-(trifluoromethyl)-4,5-dihydroisoxazol-3-yl)-3-methyl-5,6-dihydro-4H-thieno[2,3-c]pyrrole-2-carboxamide C1(CCC1)CNC(=O)C1=C(C2=C(CN(C2)C2=NOC(C2)(C(F)(F)F)C2=CC(=C(C(=C2)Cl)F)Cl)S1)C